ClC=1C=C(C=CC1F)C=1N=CN(C1C=1C=CC=2N(C1)C(=CN2)C#N)CC2CC2 6-(4-(3-chloro-4-fluorophenyl)-1-(cyclopropylmethyl)-1H-imidazol-5-yl)imidazo[1,2-a]pyridine-3-carbonitrile